(7aS)-5,6,7,7a,8,8a,9,10,11,11a-decahydro-4H-cyclopenta[5,6]naphtho[1,8-cd]azepine C1=CC=C2CNCC[C@H]3C2=C1C1C(C3)CCC1